5-chloro-N-(4-((4-chlorophenyl)sulfonamido)butyl)-3-((3,5-dimethylphenyl)sulfonyl)-1H-indole-2-carboxamide ClC=1C=C2C(=C(NC2=CC1)C(=O)NCCCCNS(=O)(=O)C1=CC=C(C=C1)Cl)S(=O)(=O)C1=CC(=CC(=C1)C)C